3-(benzo[d]oxazol-7-yl)-N-(5-((4-chlorobenzyl)oxy)-1,3,4-thiadiazol-2-yl)isonicotinamide O1C=NC2=C1C(=CC=C2)C2=C(C(=O)NC=1SC(=NN1)OCC1=CC=C(C=C1)Cl)C=CN=C2